CC(OP(C(C)(C)C)(F)=O)(C)C methyltrimethylsarin